2,3-dichloro-N-[4-fluoro-5-(2-morpholin-4-ylpyrimidin-5-yl)-2-[rac-(3R)-3,4-dimethylpiperazin-1-yl]phenyl]benzamide ClC1=C(C(=O)NC2=C(C=C(C(=C2)C=2C=NC(=NC2)N2CCOCC2)F)N2C[C@H](N(CC2)C)C)C=CC=C1Cl |r|